N-(1-methylethyl)-2H-indazole-4-carboxamide CC(C)NC(=O)C=1C2=CNN=C2C=CC1